ethyl 2-[1-(1,3-thiazol-2-yl)-1H-pyrazol-4-yl]acetate S1C(=NC=C1)N1N=CC(=C1)CC(=O)OCC